CCCCCCCCCCC/C=C\\CCCCC(=O)OC[C@H](COP(=O)([O-])OCC[N+](C)(C)C)OC(=O)CCCC/C=C\\CCCCCCCCCCC The molecule is a 1,2-di-octadecenoyl-sn-glycero-3-phosphocholine in which the acyl group specified at positions 1 and 2 is (6Z)-octadecenoyl. It has a role as a human metabolite. It derives from a petroselinic acid.